tert-butyl (5-(4-(isopropylthio)piperidin-1-yl)-7-(N-(1-methylcyclopropyl)sulfamoyl)quinolin-2-yl)carbamate C(C)(C)SC1CCN(CC1)C1=C2C=CC(=NC2=CC(=C1)S(NC1(CC1)C)(=O)=O)NC(OC(C)(C)C)=O